CC1=C(SC=2N=CN=C(C21)N2CCC(CC2)C(=O)NC2=CC=C(C=C2)S(N)(=O)=O)C 1-(5,6-dimethylthieno[2,3-d]pyrimidin-4-yl)-N-(4-sulfamoylphenyl)piperidine-4-carboxamide